1-(Isoquinolin-4-yl)ethane-1-one C1=NC=C(C2=CC=CC=C12)C(C)=O